C1(CCC1)[C@H]1[C@@H](N[C@@H](CCC1)C1=CN=C2C(=N1)N(C(=C2)C2(CC2)C(F)(F)F)C)CO [(2R,3S,7S)-3-Cyclobutyl-7-[5-methyl-6-[1-(trifluoromethyl)cyclopropyl]pyrrolo[2,3-b]pyrazin-3-yl]azepan-2-yl]methanol